C(CCCCC)(=O)[O-].[Fr+] Francium caproate